ClC1=CC(=NC=C1C(=O)O)Cl 4,6-Dichloronicotinic acid